6-isopropyl-5-(8-quinolinyl)pyridin-2-amine C(C)(C)C1=C(C=CC(=N1)N)C=1C=CC=C2C=CC=NC12